(3R)-3-(2-(2,5-dimethylmorpholine-4-carbonyl)-6-(3-methyl-1H-pyrrolo[2,3-b]pyridin-5-yl)-1,2,3,4-Tetrahydroisoquinolin-8-yl)morpholine-4-carboxylic acid tert-butyl ester C(C)(C)(C)OC(=O)N1[C@@H](COCC1)C=1C=C(C=C2CCN(CC12)C(=O)N1CC(OCC1C)C)C=1C=C2C(=NC1)NC=C2C